C(C)(C)(C)C1=CC=C(OP(=O)(OC2=C(C(=C(C(=C2F)F)F)F)F)N[C@@H](C)C(=O)OC2CCCCCCC2)C=C1 cyclooctyl ((4-(tert-butyl)phenoxy)(perfluorophenoxy)phosphoryl)-L-alaninate